N-[6-(6-chlorooxazolo[5,4-b]pyridin-2-yl)spiro[3.3]heptan-2-yl]-2-methylsulfonyl-pyridine-4-carboxamide ClC=1C=C2C(=NC1)OC(=N2)C2CC1(CC(C1)NC(=O)C1=CC(=NC=C1)S(=O)(=O)C)C2